ClC1=NC(=NC(=N1)N1CCOCC1)N1CCN(CC1)C(=O)OCCCC butyl 4-(4-chloro-6-morpholino-1,3,5-triazin-2-yl)piperazine-1-carboxylate